(1S,2S)-2-fluoro-N-(6-(2-fluoro-6-methylphenyl)-3-methylimidazo[1,2-a]pyridin-2-yl)cyclopropane-1-carboxamide F[C@@H]1[C@@H](C1)C(=O)NC=1N=C2N(C=C(C=C2)C2=C(C=CC=C2C)F)C1C